N-[(1S)-4-amino-1-(5-phenyl-1,3-oxazol-2-yl)butyl]-6-dimethylaminonaphthalene-2-carboxamide NCCC[C@@H](C=1OC(=CN1)C1=CC=CC=C1)NC(=O)C1=CC2=CC=C(C=C2C=C1)N(C)C